C[C@H](COC(=O)N1[C@H]([C@H](CCC1)C1=NNC=C1)CO[C@@H]1CC[C@@H](CC1)C1=CC=CC=C1)CC.C#CCC.C#CCC.C#CCC tributyn (S)-2-methylbutyl-(CIS)-2-((((CIS)-4-phenylcyclohexyl)oxy)methyl)-3-(1H-pyrazol-3-yl)piperidine-1-carboxylate